(S)-3-(azetidin-1-ylsulfonyl)-2-(benzyloxy)-6-(3-((tert-butyldimethylsilyl)oxy)pyrrolidin-1-yl)pyridine N1(CCC1)S(=O)(=O)C=1C(=NC(=CC1)N1C[C@H](CC1)O[Si](C)(C)C(C)(C)C)OCC1=CC=CC=C1